(R)-1-ethyl-3-(4-fluoro-3-methylphenyl)-1-(9-fluoro-6-oxo-1,4,5,6-tetrahydro-2H-pyrano[3,4-c]isoquinolin-1-yl)urea C(C)N(C(=O)NC1=CC(=C(C=C1)F)C)[C@H]1COCC=2NC(C=3C=CC(=CC3C21)F)=O